(S)-6-(((6-fluoro-2-methylpyridin-3-yl)(1-(1-methylcyclopropyl)-1H-1,2,3-triazol-4-yl)methyl)amino)-4-(neopentylamino)quinoline-3,8-dicarbonitrile FC1=CC=C(C(=N1)C)[C@@H](C=1N=NN(C1)C1(CC1)C)NC=1C=C2C(=C(C=NC2=C(C1)C#N)C#N)NCC(C)(C)C